C(C)OC(=O)[C@H]1[C@@H](C1)C1=NC=C(C=C1)Br trans-2-(5-bromo-pyridin-2-yl)-cyclopropanecarboxylic acid ethyl ester